2-Isopropyl-5-methylcyclohexyl 4-(2-phenylcyclobutyl)benzoate C1(=CC=CC=C1)C1C(CC1)C1=CC=C(C(=O)OC2C(CCC(C2)C)C(C)C)C=C1